3-{4-[4-(2,3-dihydro-5H-benzo[f][1,4]oxazepin-4-yl-methyl)-benzyloxy]-1-oxo-1,3-dihydro-isoindol-2-yl}-piperidine-2,6-dione O1CCN(CC2=C1C=CC=C2)CC2=CC=C(COC1=C3CN(C(C3=CC=C1)=O)C1C(NC(CC1)=O)=O)C=C2